CN(C)C(=[NH+]C)N1N=NC2=NC=CC=C21 N-[(dimethylamino)-1H-1,2,3-triazolo-[4,5-b]pyridin-1-ylmethylene]-N-methyl-ammonium